methyl (1S,3r)-3-(((S)-1-(4-((4-cyclopropyl-1,5-naphthyridin-3-yl)amino)phenyl)-2,2,2-trifluoroethyl)(methyl)carbamoyl)cyclobutane-1-carboxylate C1(CC1)C1=C(C=NC2=CC=CN=C12)NC1=CC=C(C=C1)[C@@H](C(F)(F)F)N(C(=O)C1CC(C1)C(=O)OC)C